5,7-dichloro-2-methyl-[1,2,4]triazolo[1,5-a]pyridine ClC1=CC(=CC=2N1N=C(N2)C)Cl